FC=1C=CC(=C(C1)C(C)=O)NC1COCC1 1-(5-Fluoro-2-((tetrahydrofuran-3-yl)amino)phenyl)ethane-1-one